[8-(1-octylnonoxy)-8-oxo-octyl](2S,4R)-4-hydroxy-1-(6-oxo-6-undecoxy-hexyl)piperidine-2-carboxylate C(CCCCCCC)C(CCCCCCCC)OC(CCCCCCCOC(=O)[C@H]1N(CC[C@H](C1)O)CCCCCC(OCCCCCCCCCCC)=O)=O